IC=1C=C(C=CC1)S(=O)[O-].[Li+] lithium 3-iodobenzenesulfinate